(R)-(o-chlorophenyl)(4-methyl-7-azabicyclo[2.2.1]hept-1-yl)methanol ClC1=C(C=CC=C1)[C@@H](O)C12CCC(CC1)(N2)C